tris-(4-imidazolyl-phenyl)amine N1C(=NC=C1)C1=CC=C(C=C1)N(C1=CC=C(C=C1)C=1NC=CN1)C1=CC=C(C=C1)C=1NC=CN1